7,8-dichloro-6-(2,6-difluorophenyl)-4H-[1,2,4]triazolo[1,5-a][1,4]benzodiazepine ClC1=C(C=CC2=C1C(=NCC=1N2N=CN1)C1=C(C=CC=C1F)F)Cl